1,1,1-trifluoro-propan-2-one FC(C(C)=O)(F)F